tert-Butyl (2R,3S)-3-amino-2-methylpyrrolidine-1-carboxylate N[C@@H]1[C@H](N(CC1)C(=O)OC(C)(C)C)C